4-formyl-2-ethoxyphenolate C(=O)C1=CC(=C(C=C1)[O-])OCC